(4-chloro-3-fluorophenyl)-2-(2,6-dibromophenoxy)ethan-1-ol ClC1=C(C=C(C=C1)C(COC1=C(C=CC=C1Br)Br)O)F